NCCC1=C(C=CC=C1)C(\C=C\C1=CC(=C(C=C1)O)OC)=O (E)-1-[2-(2-Aminoethyl)phenyl]-3-(4-hydroxy-3-methoxyphenyl)prop-2-en-1-one